[NH4+].C(C(O)C)(=O)[O-].[Hf] hafnium lactate ammonium salt